CC1=C(C=CC(=C1)C(=O)O)C(=O)O 2-methylbenzene-1,4-dicarboxylic acid